Zinc phenyl phosphinate [PH2](OC1=CC=CC=C1)=O.[Zn]